7-Nitro-5-(3-(trifluoromethyl)-phenoxy)benzofuran [N+](=O)([O-])C1=CC(=CC=2C=COC21)OC2=CC(=CC=C2)C(F)(F)F